OC(=O)C(F)(F)F.NCC(=O)C1=CC=NC=C1 2-amino-1-(pyridin-4-yl)ethan-1-one TFA salt